N-(2-((4-methyl-5-nitrothiazol-2-yl)carbamoyl)phenyl)-16-oxo-4,7,10,13-tetraoxahexadecanamide CC=1N=C(SC1[N+](=O)[O-])NC(=O)C1=C(C=CC=C1)NC(CCOCCOCCOCCOCCC=O)=O